5-(5-chloro-2-((1R,6R)-6-(methylamino)cyclohex-3-en-1-yl)-7-((thiophen-2-ylmethyl)amino)thieno[3,2-b]pyridin-3-yl)pent-4-yn-1-ol trifluoroacetate FC(C(=O)O)(F)F.ClC1=CC(=C2C(=N1)C(=C(S2)[C@@H]2CC=CC[C@H]2NC)C#CCCCO)NCC=2SC=CC2